3-(1-methylcyclopropyl)-3-oxopropanenitrile CC1(CC1)C(CC#N)=O